methyl acetate zinc bromide [Br-].[Zn+2].C(C)(=O)OC.[Br-]